N-[(6-Amino-2-pyridyl)sulfonyl]-6-(6-isobutoxy-3-methyl-2-pyridyl)-2-(2,2,4-trimethylpyrrolidin-1-yl)pyridin-3-carboxamid NC1=CC=CC(=N1)S(=O)(=O)NC(=O)C=1C(=NC(=CC1)C1=NC(=CC=C1C)OCC(C)C)N1C(CC(C1)C)(C)C